2-(4-(4-hydroxy-3-isopropyl-5-((4-nitrophenyl)ethynyl)benzyl)-3,5-dimethylphenoxy)acetic acid OC1=C(C=C(CC2=C(C=C(OCC(=O)O)C=C2C)C)C=C1C#CC1=CC=C(C=C1)[N+](=O)[O-])C(C)C